4-carboxyl-2-(R,S)-difluoromethylvalerate potassium salt [K+].C(=O)(O)C(C[C@H](C(=O)[O-])C(F)F)C |r|